Ethyl 2-(2-(3,3-difluorocyclopentyl)-2-(4-(2-methyl-2H-tetrazol-5-yl)phenyl)acetamido)-4-(trifluoromethyl)thiazole-5-carboxylate FC1(CC(CC1)C(C(=O)NC=1SC(=C(N1)C(F)(F)F)C(=O)OCC)C1=CC=C(C=C1)C=1N=NN(N1)C)F